C(C)C1=C(C(=C(C(=C1)C)C)C)O 2-ethyl-4,5,6-trimethylphenol